2,6-di-tert-butyl-4-toluyl dibutyl orthoborate B(OC1=CC(=C(C(=C1)C(C)(C)C)C)C(C)(C)C)(OCCCC)OCCCC